C(C1=CC=CC=C1)N1CC=2N3CCN=C3N(C(C2C1)=O)CC1=CC=C(C=C1)Cl 4-benzyl-8-[(4-chlorophenyl)methyl]1,4,8,10-tetraazatricyclo[7.3.0.02,6]dodeca-2(6),9-diene-7-one